P(O)(=O)(OP(=O)(O)OP(=O)(O)O)OC[C@@H]1[C@H]([C@H]([C@@H](O1)N1C=NC=2C(NC)=NC=NC12)O)O N6-methyladenosine 5'-triphosphate